1-[4-(phenylthio)phenyl]-octane-1,2-dione C1(=CC=CC=C1)SC1=CC=C(C=C1)C(C(CCCCCC)=O)=O